[K+].N(C(C(=O)[O-])CC(=O)[O-])C(C(=O)[O-])CC(=O)[O-].[K+].[K+].[K+] iminodisuccinic acid potassium salt